C1(CCC1)OC1=CC=C(CNC(N(CC2N(CCC2)C)CC2=CC=C(C=C2)F)=O)C=C1 3-(4-Cyclobutoxybenzyl)-1-(4-fluorobenzyl)-1-((1-methylpyrrolidin-2-yl)methyl)urea